NCC=1N=CC(=NC1OC)NC(OC(C)(C)C)=O tert-butyl (5-(aminomethyl)-6-methoxypyrazin-2-yl)carbamate